Cl(=O)(=O)O.Cl(=O)(=O)O.Cl(=O)(=O)O.Cl(=O)(=O)O.C(#C)NCCN ethynyl ethylenediamine tetrachlorate